N1=C(C=CC=C1)C#CC1=C2C(=CN=C1)SC(=C2)C(=O)NC2=CC=C(C=C2)C 4-(pyridin-2-ylethynyl)-N-(p-tolyl)thieno[2,3-c]pyridine-2-carboxamide